ClC1=C(C=C2C(=N1)CNC2=O)C 2-chloro-3-methyl-6,7-dihydro-5H-pyrrolo[3,4-b]pyridin-5-one